CN1C=CC=2C1=NC(=CC2CN2CCSCC2)C=2C=C1CN(C(C1=CC2)=O)C2C(NC(CC2)=O)=O 3-(5-(1-methyl-4-(thiomorpholinomethyl)-1H-pyrrolo[2,3-b]pyridin-6-yl)-1-oxoisoindolin-2-yl)piperidine-2,6-dione